3,6-dihydro-2H-pyran-3-ol O1CC(C=CC1)O